Fluoronicotinic Acid 2,3,5,6-Tetrafluorophenyl Ester FC1=C(C(=C(C=C1F)F)F)OC(C1=C(N=CC=C1)F)=O